C(CCCC)OCOC=CCCCCC(OCCCCC)OCCCCC dipentyloxyheptenyl pentoxymethyl ether